C(#N)C1=C(N=C2N(C1=O)C=C(C=C2[C@@H](C)NC2=C(C(=O)O)C=CC=C2)C)N2CCN(CC2)C2=CC=C(C=C2)F (R)-2-((1-(3-cyano-2-(4-(4-fluorophenyl)piperazin-1-yl)-7-methyl-4-oxo-4H-pyrido[1,2-a]pyrimidin-9-yl)ethyl)amino)benzoic acid